N(C(=O)N)NC(=O)N ureidourea